(diphenyltriazinyl)carbazole C1(=CC=CC=C1)C1=C(C(=NN=N1)C1=CC=CC=2C3=CC=CC=C3NC12)C1=CC=CC=C1